COC1=CC=C(C=C1)C(C(=O)NC1=CC=C(C=C1)C)=CC1=CC=CC=C1 2-(4-methoxyphenyl)-3-phenyl-N-(p-tolyl)acrylamide